2-chloro-N-(2,6-dimethylphenyl)acetamide CC1=C(C(=CC=C1)C)NC(=O)CCl